FC1(OC2=C(O1)C=CC(=C2)C(C)N2C[C@@H](N(C[C@H]2C)C=2C=1N=C(N(C1N(C(N2)=O)C)C)CC#N)C)F 2-(6-((2S,5R)-4-(1-(2,2-difluorobenzo[d][1,3]dioxol-5-yl)ethyl)-2,5-dimethylpiperazin-1-yl)-3,9-dimethyl-2-oxo-3,9-dihydro-2H-purin-8-yl)acetonitrile